FC=1C=C(NC2=NC=C(C(=N2)C(=O)NC2C(CC2)(C)C)OC)C=C(C1)F 2-(3,5-difluoroanilino)-N-(2,2-dimethylcyclobutyl)-5-methoxy-pyrimidine-4-carboxamide